N-(4-cyano-2-fluoro-phenyl)-2-fluoro-5-phenyl-1H-pyrrole-3-sulfonamide C(#N)C1=CC(=C(C=C1)NS(=O)(=O)C1=C(NC(=C1)C1=CC=CC=C1)F)F